CC=1C(=NC(=NC1)NC(C1=CC=C(C=C1)C(F)(F)F)=O)C1=CC=C(C=C1)[N+](=O)[O-] N-(5-methyl-4-(4-nitrophenyl)pyrimidin-2-yl)-4-(trifluoromethyl)benzamide